(S)-3-(1-aminoethyl)-6-chloroquinolin-2(1H)-one hydrochloride Cl.N[C@@H](C)C=1C(NC2=CC=C(C=C2C1)Cl)=O